C1=C(C=C(C(=C1I)O)I)CC(=O)C(=O)O The molecule is a derivative of pyruvic acid carrying a 3,5-diiodo-4-hydroxyphenyl group at the 3-position. It derives from a pyruvic acid. It is a conjugate acid of a (3,5-diiodo-4-oxidophenyl)pyruvate(2-).